(R)-4-((S)-1-fluoroethyl)-3-(4-methoxybenzyl)oxazolidin-2-one F[C@@H](C)[C@@H]1N(C(OC1)=O)CC1=CC=C(C=C1)OC